C(C1=CC=CC=C1)OC=1C=C2CC[C@@H]([C@@H](C2=CC1)C1=CC=C(OCCCCN2CCN(CC2)C(COC2=CC=C(C=C2)N2C(NC(CC2)=O)=O)=O)C=C1)C1=CC=CC=C1 1-(4-(2-(4-(4-(4-((1R,2S)-6-(Benzyloxy)-2-phenyl-1,2,3,4-tetrahydronaphthalen-1-yl)phenoxy)butyl)piperazin-1-yl)-2-oxoethoxy)phenyl)dihydropyrimidine-2,4(1H,3H)-dione